N-(2-morpholino-6-oxo-1-(2-oxo-2-(((1-(phenylsulfonyl)-1H-pyrrolo[3,2-c]pyridine-2-yl)methyl)amino)ethyl)-1,6-dihydropyrimidin-5-yl)-2-phenyloxazole-5-carboxamide O1CCN(CC1)C=1N(C(C(=CN1)NC(=O)C1=CN=C(O1)C1=CC=CC=C1)=O)CC(NCC1=CC=2C=NC=CC2N1S(=O)(=O)C1=CC=CC=C1)=O